C1(=CC=CC=C1)S(=O)(=O)/C=C/CNC(=O)C=1C(NC=2CCN(CC2C1)CC=1C=NC=CC1)=O N-[(2E)-3-(benzenesulfonyl)prop-2-en-1-yl]-2-oxo-6-[(pyridin-3-yl)methyl]-1,2,5,6,7,8-hexahydro-1,6-naphthyridine-3-carboxamide